2-(benzylamino)-6-(5,6-dimethoxybenzimidazol-1-yl)pyridine-3-carboxylic acid C(C1=CC=CC=C1)NC1=NC(=CC=C1C(=O)O)N1C=NC2=C1C=C(C(=C2)OC)OC